4-propyl-1-thioxo-2,4-dihydro-1H-pyrrolo[2,3-e][1,2,4]triazolo[4,3-a]pyrimidin-5(6H)-one C(CC)N1C=2N(C3=C(C1=O)NC=C3)C(NN2)=S